N1=C(C=C2COCCN21)NC(CC2=NC=C1C=CC(=NC1=C2)C2=NC(=CC=C2)N2C[C@@H](O[C@@H](C2)C)C)=O N-(6,7-dihydro-4H-pyrazolo[5,1-c][1,4]oxazin-2-yl)-2-(2-(6-((cis)-2,6-dimethylmorpholino)pyridin-2-yl)-1,6-naphthyridin-7-yl)acetamide